4-[(1S,4R,5R)-5-{[4-cyclopropyl-1-(2,6-dichlorophenyl)-1H-pyrazol-5-yl]methoxy}-3-oxo-2-azabicyclo[2.2.1]heptan-2-yl]-3-fluorobenzoic acid C1(CC1)C=1C=NN(C1CO[C@H]1[C@@H]2C(N([C@H](C1)C2)C2=C(C=C(C(=O)O)C=C2)F)=O)C2=C(C=CC=C2Cl)Cl